BrC=1C(=NC(=NC1)NC1=C(C=C(C=C1)N1CCN(CC1)C)C(C)C)NCCCN1C(COCCC1)=O 4-(3-((5-bromo-2-((2-isopropyl-4-(4-methylpiperazin-1-yl)phenyl)amino)pyrimidin-4-yl)amino)propyl)-1,4-oxazepan-3-one